C1N(CCC2=CC=CC=C12)C[C@H](CN1CCN(C2=C(C1=O)C=CC(=C2)OC2CCN(CC2)C)C)O 4-[(2R)-3-(3,4-dihydro-1H-isoquinolin-2-yl)-2-hydroxy-propyl]-1-methyl-8-[(1-methyl-4-piperidyl)oxy]-2,3-dihydro-1,4-benzodiazepin-5-one